1-benzyl-3-hydroxy-4-(benzylaminomethyl)pyridin-2(1H)-one C(C1=CC=CC=C1)N1C(C(=C(C=C1)CNCC1=CC=CC=C1)O)=O